CN([C@@H]1[C@@H](C[C@@H](CC1)NC1=NC=C2C(=N1)N(C(N(C2)C2=CC(=C(C=C2)NS(=O)(=O)CC2=CC=C(C=C2)F)F)=O)C(C)C)F)C N-(4-(7-(((1R,3R,4S)-4-(dimethylamino)-3-fluorocyclohexyl)amino)-1-isopropyl-2-oxo-1,4-dihydropyrimido[4,5-d]pyrimidin-3(2H)-yl)-2-fluorophenyl)-1-(4-fluorophenyl)methanesulfonamide